nitrilotris(2-trifluoromethyl-(1,1-biphenyl)) N(C=1C(=C(C=CC1)C1=CC=CC=C1)C(F)(F)F)(C=1C(=C(C=CC1)C1=CC=CC=C1)C(F)(F)F)C=1C(=C(C=CC1)C1=CC=CC=C1)C(F)(F)F